C(CCSSCCCS(=O)(=O)[O-])S(=O)(=O)[O-].[Na+].[Na+] disodium 3,3'-dithiobis(1-propanesulfonate)